C(C)(C)C12CNCC(CC1)N2 isopropyl-3,8-diazabicyclo[3.2.1]octan